C(C)N1N=C(C=C1C1=CC(=NC2=C(N=CC=C12)C1=CC=NN1C1OCCCC1)N1[C@@H](COCC1)C)C 4-(1-ethyl-3-methyl-1H-pyrazol-5-yl)-2-[(3R)-3-methylmorpholin-4-yl]-8-[1-(tetrahydro-2H-pyran-2-yl)-1H-pyrazol-5-yl]-1,7-naphthyridine